ClC=1C(=C2C=NNC2=CC1C)C=1C(=NN(C1C)C1CC2(CN(C2)C(C=C)=O)C1)C1=C(C=C(C=C1)OCCOC)F 1-(6-(4-(5-chloro-6-methyl-1H-indazol-4-yl)-3-(2-fluoro-4-(2-methoxyethoxy)phenyl)-5-methyl-1H-pyrazol-1-yl)-2-azaspiro[3.3]hept-2-yl)prop-2-en-1-one